C(C)(C)(C)OC(=O)N1C[C@H](CC1)N(C1=NC(=C(C(=O)OC)C(=C1)C)C)C methyl (S)-6-((1-(tert-butoxycarbonyl)pyrrolidin-3-yl)(methyl)amino)-2,4-dimethylnicotinate